C(C)(=O)OC1=C2C(=C(NC2=CC=C1)Cl)CCN(C)C 2-chloro-3-[2-(dimethylamino)ethyl]-1H-indol-4-yl acetate